[Zn+].C(\C=C\C(=O)[O-])(=O)OCC monoethyl fumarate zinc salt